crotonylstyrene C(\C=C\C)(=O)C=CC1=CC=CC=C1